2-[5-hydroxy-3-(4-methoxyphenyl)-1H-pyrazol-1-yl]thiazole-4-carboxylic acid ethyl ester C(C)OC(=O)C=1N=C(SC1)N1N=C(C=C1O)C1=CC=C(C=C1)OC